CC=1OC2=C(N1)C=C(C=C2)C(=O)OC methyl 2-methylbenzo[d]oxazole-5-carboxylate